BrC1=C(C=C(C=C1)O)/C=C/C(=O)N (2E)-3-(2-bromo-5-hydroxyphenyl)prop-2-enamide